N1CC(C1)N1CC(C1)CN1CCN(CC1)C=1C=C2CN(C(C2=CC1)=O)[C@@H]1C(NC(CC1)=O)=O (3S)-3-[5-[4-[[1-(azetidin-3-yl)azetidin-3-yl]methyl]piperazin-1-yl]-1-oxo-isoindolin-2-yl]piperidine-2,6-Dione